5-hydroxy-6-isopropyl-7-[(methoxymethyl)oxy]2-phenyl-4H-chromen-4-one OC1=C2C(C=C(OC2=CC(=C1C(C)C)OCOC)C1=CC=CC=C1)=O